[Si](C)(C)(C(C)(C)C)OCCNCCOC=1C(=NC(=NC1Cl)Cl)N[C@@H]1CCC=2NC3=CC=CC=C3C2C1 (3R)-N-[5-[2-[2-[tert-butyl(dimethyl)silyl]oxyethylamino]ethoxy]-2,6-dichloro-pyrimidin-4-yl]2,3,4,9-tetrahydro-1H-carbazol-3-amine